OC(C(=O)O)CCCC(=O)O 2-hydroxyadipic acid